FC1=C(SC=C1)C(=O)O fluorothiophenecarboxylic acid